(R)-1-(7-(((1r,4R)-4-aminocyclohexyl)amino)-1-(isopropylamino)-2,6-naphthyridin-3-yl)ethyl benzoate C(C1=CC=CC=C1)(=O)O[C@H](C)C=1N=C(C2=CC(=NC=C2C1)NC1CCC(CC1)N)NC(C)C